ClC=1C=CC2=C(N(CC(O2)C(=O)NC23CC(C2)(C3)NC(COC3=CC(=C(C=C3)Cl)F)=O)S(=O)(=O)C3=C(OC(=C3)C)C(F)(F)F)C1 6-chloro-N-{3-[2-(4-chloro-3-fluorophenoxy)acetamido]bicyclo[1.1.1]pent-1-yl}-4-[5-methyl-2-(trifluoromethyl)furan-3-sulfonyl]-3,4-dihydro-2H-1,4-benzoxazine-2-carboxamide